N1C(=NC2=C1C=CC=C2)C2(C(N(C1=CC=C(C=C21)F)C)=O)C2=C(C=CC=C2)O 3-(1H-Benzo[d]imidazol-2-yl)-5-fluoro-3-(2-hydroxyphenyl)-1-methylindolin-2-one